3-(N-morpholinyl)2-hydroxypropanesulfonic acid N1(CCOCC1)CC(CS(=O)(=O)O)O